C(C)C1=C(C=2C(=NC=C(C2)C=2C(=NN(C2)C2CCNCC2)OC)N1S(=O)(=O)C1=CC=C(C)C=C1)C=1C=NC(=CC1)OC 2-ethyl-5-(3-methoxy-1-(piperidin-4-yl)-1H-pyrazol-4-yl)-3-(6-methoxypyridin-3-yl)-1-tosyl-1H-pyrrolo[2,3-b]pyridine